[Rh+2].NC=1C(=NC(=C(N1)C1=CC=C(C=C1)F)C1=CC(=NC(=C1)C)C)C(=O)NCC1=NC=CC=C1F 3-amino-6-(2,6-dimethylpyridin-4-yl)-5-(4-fluorophenyl)-N-[(3-fluoropyridin-2-yl)methyl]pyrazine-2-carboxamide Rhodium (II)